BrC1=NNC(=C1)CNC1=CN=C(S1)C N-((3-bromo-1H-pyrazol-5-yl)methyl)-2-methylthiazol-5-amine